(S)-2-(3-(Acrylamidomethyl)-1-(4-(trifluoromethoxy)phenyl)-1H-pyrazolo[3,4-b]pyridin-4-yl)-2-hydroxyethylacetate C(C=C)(=O)NCC1=NN(C2=NC=CC(=C21)[C@H](CCC(=O)[O-])O)C2=CC=C(C=C2)OC(F)(F)F